tert-butyl ((2-(((RS)-5-hydroxypentan-2-yl)oxy)-4-methylphenyl)sulfonyl)-L-prolinate OCCC[C@@H](C)OC1=C(C=CC(=C1)C)S(=O)(=O)N1[C@@H](CCC1)C(=O)OC(C)(C)C |&1:4|